C(C(C)C)C1C=C(CC(C1)C)CCC=O 3-(3-isobutyl-5-methyl-cyclohexen-1-yl)propanal